O1COC2=C1C=CC(=C2)CN2C[C@@H]1[C@H](C2)CC(C1)NC=1N=NC(=CC1)C1=C(C=CC(=C1)F)Cl (3aR,5s,6aS)-2-(1,3-benzodioxol-5-ylmethyl)-N-[6-(2-chloro-5-fluoro-phenyl)pyridazin-3-yl]-3,3a,4,5,6,6a-hexahydro-1H-cyclopenta[c]pyrrol-5-amine